S(=O)(=O)(C1=CC=C(C)C=C1)N1C=CC2=CC(=CC=C12)OC=1C=C(C#N)C=CC1 3-((1-Tosyl-1H-indol-5-yl)oxy)benzonitrile